C(C)N1C(N(C(C(C1=O)=CC1=CN(C2=CC=CC=C12)CC(=O)O)=O)CC)=S 2-(3-((1,3-diethyl-4,6-dioxo-2-thioxo-tetrahydropyrimidin-5-ylidene)methyl)-1H-indol-1-yl)acetic acid